dibutyryl (dibutyrate) C(CCC)(=O)OC(CCC)=O.C(CCC)(=O)OC(CCC)=O